2-methyl-4-nitroaniline CC1=C(N)C=CC(=C1)[N+](=O)[O-]